N1C=CC=2C1=NC=C(C2)OC2=C(C(=O)NS(=O)(=O)C1=CC(=C(C=C1)NCC1CN(CCO1)C1COC1)[N+](=O)[O-])C=CC(=C2)C2CCC(CC2)N2C(CCC2)C2=C(C=CC=C2)C2CC2 2-((1H-pyrrolo[2,3-b]pyridin-5-yl)oxy)-4-(4-(2-(2-cyclopropylphenyl)pyrrolidin-1-yl)cyclohexyl)-N-((3-nitro-4-(((4-(oxetan-3-yl)morpholin-2-yl)methyl)amino)phenyl)sulfonyl)benzamide